3-(4-bromo-2-ethyl-oxazol-5-yl)-indole BrC=1N=C(OC1C1=CNC2=CC=CC=C12)CC